O1CC(=CC1)C1=NC=C(C=C1C(F)(F)F)[N+](=O)[O-] 2-(2,5-Dihydrofuran-3-yl)-5-nitro-3-(trifluoromethyl)pyridine